C1=NNC=2C1=C1C=3CCCCC3C(=NC1=CC2)C2=CC=C(C(=O)N1CCN(CC1)C(C)=O)C=C2 1-(4-(4-(8,9,10,11-tetrahydro-3H-pyrazolo[4,3-a]phenanthridin-7-yl)benzoyl)piperazin-1-yl)ethan-1-one